C(C=CCC)(=O)OCC(CO)(COCC(CO)(CO)CO)CO dipentaerythritol pentaenoate